CC(C(SCCCCO)=O)(C)C S-(4-hydroxybutyl) 2,2-dimethylpropanethioate